N=1N2C(=CC1C1[C@H](CC1)C(=O)OCC1=CC=CC=C1)CCC2 (1S)-benzyl 2-(5,6-dihydro-4H-pyrrolo[1,2-b]pyrazol-2-yl)cyclobutanecarboxylate